1-((3-((5-(Methylthio)-1,3,4-thiadiazol-2-yl)carbamoyl)benzo[c]isoxazol-5-yl)methyl)-4-oxo-1,4-dihydroquinoline CSC1=NN=C(S1)NC(=O)C1=C2C(=NO1)C=CC(=C2)CN2C=CC(C1=CC=CC=C21)=O